O=C(CCOCC1N(CCC1)C1=C(C(NN=C1)=O)C(F)(F)F)N1CCN(CC1)C1=NC=C(C=N1)C(F)(F)F 5-(2-((3-oxo-3-(4-(5-(trifluoromethyl)pyrimidin-2-yl)piperazin-1-yl)propoxy)methyl)pyrrolidin-1-yl)-4-(trifluoromethyl)pyridazin-3(2H)-one